(S)-2-((1-((1,1-bis(3-fluoro-4-methoxyphenyl)prop-1-en-2-yl)amino)-1-oxopropan-2-yl)carbamoyl)-4-methoxypyridin-3-yl butyrate C(CCC)(=O)OC=1C(=NC=CC1OC)C(N[C@H](C(=O)NC(=C(C1=CC(=C(C=C1)OC)F)C1=CC(=C(C=C1)OC)F)C)C)=O